BrC=1SC(=CC1C(=O)N)Br 2,5-dibromothiophene-3-carboxamide